[N+](=O)([O-])NC(NCCC[C@H](N)C(=O)O)=N (S)-N(omega)-nitroarginine